3-(((7-(1H-Pyrazol-4-yl)-2,3-dihydrofuro[3,2-c]pyridin-4-yl)amino)methyl)-N-(pyrimidin-5-ylmethyl)benzamid N1N=CC(=C1)C=1C2=C(C(=NC1)NCC=1C=C(C(=O)NCC=3C=NC=NC3)C=CC1)CCO2